C1=C(C=CC2=CC=CC=C12)C1=CC2=C(C3=CC=CC=C3N=C2C=C1)C1=CC=CC=C1 2-(naphthalen-2-yl)-9-phenylacridine